Zinc(II) neodecanoate C(CCCCCC(C)(C)C)(=O)[O-].[Zn+2].C(CCCCCC(C)(C)C)(=O)[O-]